C1=CC=CC=2C3=CC=CC=C3C(C12)COC(=O)N[C@H](C(=O)O)CC=1OC(=NN1)C1=CC=C(C=C1)C(=O)OC (S)-2-((((9H-fluoren-9-yl)methoxy)carbonyl)amino)-3-(5-(4-(methoxycarbonyl)phenyl)-1,3,4-oxadiazol-2-yl)propanoic acid